(S)-2-((tert-butoxycarbonyl)amino)-3-(4-(4-isopropyl-2-oxopiperazin-1-yl)phenyl)propanoic acid tert-butyl ester C(C)(C)(C)OC([C@H](CC1=CC=C(C=C1)N1C(CN(CC1)C(C)C)=O)NC(=O)OC(C)(C)C)=O